2-(4,4-difluoroazepan-1-yl)-6-fluoro-N-(2-sulfamoylpyridin-4-yl)quinoline-3-carboxamide FC1(CCN(CCC1)C1=NC2=CC=C(C=C2C=C1C(=O)NC1=CC(=NC=C1)S(N)(=O)=O)F)F